2-(difluoromethyl)-N-(3-isopropyl-indan-4-yl)pyridine-3-carboxamide FC(C1=NC=CC=C1C(=O)NC1=C2C(CCC2=CC=C1)C(C)C)F